(R)-2-(((9H-fluoren-9-yl)methoxy)carbonylamino)-2-methyl-dec-9-enoic acid C1=CC=CC=2C3=CC=CC=C3C(C12)COC(=O)N[C@@](C(=O)O)(CCCCCCC=C)C